O1CCC(CC1)CNC1=CC=CC(=N1)N N6-((tetrahydro-2H-pyran-4-yl)methyl)pyridin-2,6-diamine